O1C(=NC2=C1C=CC=C2)C=2C=C(C=CC2)NC(CC2=C(C=CC=C2)Br)=O N-(3-(benzo[d]oxazol-2-yl)phenyl)-2-(2-bromophenyl)acetamide